NC1=CC(=CC(=N1)C=1C(=C2[C@H](N(C(C2=CC1)=O)C1C(NC(CC1)=O)=O)C)F)C 3-((R)-5-(6-Amino-4-methylpyridin-2-yl)-4-fluoro-3-methyl-1-oxoisoindolin-2-yl)piperidin-2,6-dion